S1C2=C(C=C1)C(=CC=C2)N2CCN(CC2)CCCCOC2=CC=C1CCC(N(C1=C2)C(C)OC(CCCCCCCCCCCCCCC)=O)=O Hexadecanoic acid 1-{7-[4-(4-benzo[b]thiophen-4-ylpiperazin-1-yl)butoxy]-2-oxo-3,4-dihydro-2H-quinolin-1-yl}ethyl ester